6-methoxy-N2,N2-dimethyl-7-(3-(pyrrolidin-1-yl)prop-1-yn-1-yl)-N4-(tetrahydro-2H-pyran-4-yl)quinazoline-2,4-diamine COC=1C=C2C(=NC(=NC2=CC1C#CCN1CCCC1)N(C)C)NC1CCOCC1